1-(Pyridin-3-yl)-3-(1-(3-(trifluoromethyl)pyridin-2-yl)piperidin-4-yl)thiourea N1=CC(=CC=C1)NC(=S)NC1CCN(CC1)C1=NC=CC=C1C(F)(F)F